4-methyl-5-((2R,6S)-6-methyl-4-((1-(2-methylpyridin-4-yl)-1H-pyrazol-4-yl)methyl)piperazin-2-yl)isobenzofuran-1(3H)-one CC1=C2COC(C2=CC=C1[C@H]1N[C@H](CN(C1)CC=1C=NN(C1)C1=CC(=NC=C1)C)C)=O